(diphenylphosphino)-9,9-dimethylxanthene C1(=CC=CC=C1)P(C1=CC=CC=C1)C1=CC=CC=2OC3=CC=CC=C3C(C12)(C)C